C(C1=CC=CC=C1)OC1CC(C1)C(=O)O (3-(benzyloxy)cyclobutyl)carboxylic acid